C/C(/C=C/C(CC(=O)O)CC(=O)O)=C\C1=CC=C(C=C1)C.C(C)(C)NC(=O)N1[C@@H](CCCC1)C1=NC(=NO1)CCC1=CC=CC=C1 (S)-N-isopropyl-2-(3-phenethyl-1,2,4-oxadiazol-5-yl)piperidine-1-carboxamide (2E,4E)-4-methyl-5-(p-tolyl)penta-2,4-diene-1,1-diyl-diacetate